CC1CNC2=C(O1)N=CC(=C2C)NC2=C(C(NC=C2)=O)C(=O)NC2=CC(=C(C=C2)N2CCN(CC2)C)F 4-((3,8-dimethyl-2,3-dihydro-1H-pyrido[2,3-b][1,4]oxazin-7-yl)amino)-N-(3-fluoro-4-(4-methylpiperazin-1-yl)phenyl)-2-oxo-1,2-dihydropyridine-3-carboxamide